C(C)(C)(C)OC(=O)N1CC(CCC1)C(C)NS(=O)(=O)C1=CC=C(C2=CC=CC=C12)NC(C1=C(C=CC=C1)C)=O.N(=[N+]=[N-])C1(CC=C(C=C1)C1=CC=CC=C1)N=[N+]=[N-] 4,4-bis-azidobiphenyl tert-butyl-3-(1-(4-(2-methylbenzamido)naphthalene-1-sulfonamido)ethyl)piperidine-1-carboxylate